N-neopentylpentane-1,5-diamine C(C(C)(C)C)NCCCCCN